C(C)C1(NC(N(C(C1)=O)[C@@H]1[C@H](COC2=CC=C(C=C12)C(=O)N[C@H]1[C@](COC2=CC=CC=C12)(C)O)OC)=N)CC (3R,4S)-4-(4,4-diethyl-2-imino-6-oxo-hexahydropyrimidin-1-yl)-N-[(3S,4R)-3-hydroxy-3-methyl-chroman-4-yl]-3-methoxy-chromane-6-carboxamide